4-((2-(1H-indol-3-yl)ethyl)amino)-2-(5-fluoropyridin-3-yl)-N,N-dimethyl-5,8-dihydropyrido[3,4-d]pyrimidine-7(6H)-carboxamide N1C=C(C2=CC=CC=C12)CCNC=1C2=C(N=C(N1)C=1C=NC=C(C1)F)CN(CC2)C(=O)N(C)C